C(#N)C1=C(C=C(CNC(=O)C=2C(N(C3=C(C=CN=C3C2)OCC2(CC2)S(N)(=O)=O)C)=O)C=C1)F N-(4-cyano-3-fluorobenzyl)-1-methyl-2-oxo-8-((1-sulfamoylcyclopropyl)methoxy)-1,2-dihydro-1,5-naphthyridine-3-carboxamide